BrC=1C=C(C=CC1)C=1C(=NN(N1)COCC[Si](C)(C)C)C(=O)OC methyl 5-(3-bromophenyl)-2-((2-(trimethylsilyl) ethoxy) methyl)-2H-1,2,3-triazole-4-carboxylate